3-fluoro-4-(2-(3-methyl-1,2,4-oxadiazol-5-yl)-6,9-dioxo-5-(4-(trifluoromethyl)-benzyl)-5,8-diazaspiro[3.5]-nonan-8-yl)benzonitrile FC=1C=C(C#N)C=CC1N1CC(N(C2(CC(C2)C2=NC(=NO2)C)C1=O)CC1=CC=C(C=C1)C(F)(F)F)=O